COC1=C(C(=O)P(CC(CC(C)(C)C)C)(C(C2=C(C=CC=C2OC)OC)=O)=O)C(=CC=C1)OC bis(2,6-dimethoxybenzoyl)-2,4,4-trimethylpentylphosphine oxide